(2S)-3-[4-(cyclohex-1-en-1-yl)-3-fluorophenyl]-2-hydroxypropionic acid C1(=CCCCC1)C1=C(C=C(C=C1)C[C@@H](C(=O)O)O)F